1-[4-[5-(7,8-dihydro-6H-pyrido[3,2-b]pyrrolizin-5-yl)-3-pyridinyl]phenyl]pyrrolidin-2-one N1=CC=CC=2C(=C3CCCN3C21)C=2C=C(C=NC2)C2=CC=C(C=C2)N2C(CCC2)=O